CN(C1CC2CCC(C1)N2C(=O)OC(C)(C)C)C=2N=NC(=CC2)C2=CC=C(C=1N=CSC12)N1N=CC=C1 tert-butyl (exo)-3-[methyl({6-[4-(pyrazol-1-yl)-1,3-benzothiazol-7-yl]pyridazin-3-yl}) amino]-8-azabicyclo[3.2.1]octane-8-carboxylate